1-((3aR,4R,6aR)-6-(((4-(3,5-difluorophenyl)-2-oxido-1,3,2-dioxaphosphinan-2-yl)oxy)methyl)-2,2-dimethyltetrahydrofuro[3,4-d][1,3]dioxol-4-yl)-1,4-dihydropyridine-3-carboxamide FC=1C=C(C=C(C1)F)C1OP(OCC1)(=O)OCC1O[C@H]([C@H]2[C@@H]1OC(O2)(C)C)N2C=C(CC=C2)C(=O)N